(4-amino-7-fluoroimidazo[1,5-a]quinoxalin-8-yl)((2R,4aR,9aS)-2-methyl-7-(trifluoromethyl)-2,3,9,9a-tetrahydroindeno[2,1-b][1,4]oxazin-4(4aH)-yl)methanone NC=1C=2N(C3=CC(=C(C=C3N1)F)C(=O)N1[C@H]3[C@@H](O[C@@H](C1)C)CC=1C=C(C=CC13)C(F)(F)F)C=NC2